FC=1C=C(C=CC1N1C(CNCC1)SC(=O)C=1SC=C(C1CC=O)N1CCN(CC1)C)N1C(O[C@H](C1)CNC(C)=O)=O (S)-N-{[3-(3-fluoro-4-{[(4-methylpiperazin-1-yl)-2-oxoethylthiolcarbonylthio]piperazin-1-yl}phenyl)-2-oxo-5-oxazolidinyl]methyl}acetamide